ClC=1C=C2C(N(C(N(C2=CC1C=C)CC1=CC=C(C=C1)OC)=O)C)(C(F)(F)F)C#CC1CC1 6-chloro-4-(cyclopropylethynyl)-1-(4-methoxybenzyl)-3-methyl-4-(trifluoromethyl)-7-vinyl-3,4-dihydroquinazolin-2-one